3-(benzylamino)-4-(methyl((5-(5-(trifluoromethyl)-1,2,4-oxadiazol-3-yl)pyridin-2-yl)methyl)amino)cyclobut-3-ene-1,2-dione C(C1=CC=CC=C1)NC=1C(C(C1N(CC1=NC=C(C=C1)C1=NOC(=N1)C(F)(F)F)C)=O)=O